ethyl methyl telluride C[Te]CC